2-((R)-(1,1-difluoro-6-(5,6,7,8-tetrahydro-1,8-naphthyridin-2-yl)hexyl)pyrrolidin-1-yl)-2-(4-ethylpyrimidin-5-yl)acetic acid FC(CCCCCC1=NC=2NCCCC2C=C1)(F)[C@@H]1N(CCC1)C(C(=O)O)C=1C(=NC=NC1)CC